C(C1=CC=CC=C1)OC(=O)N1CC=CC=C1 pyridine-1(2H)-carboxylic acid benzyl ester